NC1=NC=CC(=N1)OC1=CC(=C(C=C1)N1C(N(CC1=O)C1=CC(=C(C=C1)F)C(F)(F)F)=O)C 3-{4-[(2-amino-4-pyrimidinyl)oxy]-2-methylphenyl}-1-[4-fluoro-3-(trifluoromethyl)phenyl]-2,4-imidazolidinedione